COC=1C=C2CCN(C(C2=CC1OC)CCC1=CNC2=CC=CC=C12)CC1CCOCC1 3-(2-(6,7-dimethoxy-2-((tetrahydro-2H-pyran-4-yl)methyl)-1,2,3,4-tetrahydroisoQuinolin-1-yl)ethyl)-1H-indol